O=C1CC2CCC(C1)N2C(=O)OC(C)(C)C tert-butyl 3-oxo-8-azabicyclo[3.2.1]octane-8-carboxylate